5-(4-cyclohexylphenyl)-N,N-dimethyl-7-oxo-3-[3-(fluoromethyl)-2-methyl-azetidine-1-carbonyl]-4H-pyrazolo[1,5-a]pyrimidine-2-carboxamide C1(CCCCC1)C1=CC=C(C=C1)C=1NC=2N(C(C1)=O)N=C(C2C(=O)N2C(C(C2)CF)C)C(=O)N(C)C